2-naphthyl (4-fluorophenethyl) sulfide FC1=CC=C(CCSC2=CC3=CC=CC=C3C=C2)C=C1